N-(1-(2-cyano-4-fluorophenyl)ethyl)-5-fluoro-2-methoxy-N-methylnicotinamide C(#N)C1=C(C=CC(=C1)F)C(C)N(C(C1=C(N=CC(=C1)F)OC)=O)C